CN(C(C)=O)C1C(=NN(C1)C(=O)Cl)C1=CC=C(C=C1)C 4-(N-methylacetamido)-3-(4-methylphenyl)-4,5-dihydro-1H-pyrazole-1-carboxylic acid chloride